N1N=NC(=C1)CC(=O)O 1H-1,2,3-triazole-4-acetic acid